ClC=1C=C(CCN2C[C@@H](CCC2)CNC(OC(C)(C)C)=O)C=CC1OCC tert-butyl (S)-((1-(3-chloro-4-ethoxyphenethyl)piperidin-3-yl)methyl)carbamate